ClC1=CC(=C(COC2=NC(=NC=C2)C2=CC(=C(C=3CCOC32)CC3=NC2=C(N3C[C@H]3OCC3)C=C(C=C2OC)C(=O)O)F)C=C1)F (S)-2-((7-(4-((4-chloro-2-fluorobenzyl)oxy)pyrimidin-2-yl)-5-fluoro-2,3-dihydrobenzofuran-4-yl)methyl)-4-methoxy-1-(oxetan-2-ylmethyl)-1H-benzo[d]imidazole-6-carboxylic acid